Dipentadecyl 2-((4-(azetidin-1-yl)butanoyl)oxy)malonate N1(CCC1)CCCC(=O)OC(C(=O)OCCCCCCCCCCCCCCC)C(=O)OCCCCCCCCCCCCCCC